2-allyl-6-((4-(cyclopropylmethoxy)phenyl)amino)-1-(6-((1-methylpiperidin-4-yl)oxy)pyridin-2-yl)-1,2-dihydro-3H-pyrazolo[3,4-d]pyrimidin-3-one C(C=C)N1N(C2=NC(=NC=C2C1=O)NC1=CC=C(C=C1)OCC1CC1)C1=NC(=CC=C1)OC1CCN(CC1)C